FC(C(=O)N1C[C@H]([C@@H](C1)OCC1=CC=C(C=C1)C(F)(F)F)NC1=NC=CC=N1)=C 2-fluoro-1-((3R,4R)-3-(pyrimidin-2-ylamino)-4-(4-(trifluoromethyl)benzyloxy)pyrrolidin-1-yl)prop-2-en-1-one